(1S,4S,5R)-5-[[3-(2,6-dichlorophenyl)-5-(1-fluorocyclopropyl)-1,2-oxazol-4-yl]carbonyloxy]-2-azabicyclo[2.2.1]heptane-2-carboxylic acid benzyl ester C(C1=CC=CC=C1)OC(=O)N1[C@@H]2C[C@H]([C@H](C1)C2)OC(=O)C=2C(=NOC2C2(CC2)F)C2=C(C=CC=C2Cl)Cl